O=C1NC([C@@H](N1)CCP(O)(=O)C)=O.[P] phosphorus 2-[(4S)-2,5-Dioxoimidazolidin-4-yl]ethyl-methyl-phosphinic acid